ClC1=C(C=C(C=C1)F)C1=CC2=C(O[C@H](CN2S(=O)(=O)C2=CC(=CC=C2)C(F)(F)F)CCC(=O)O)C=C1 (S)-3-(6-(2-chloro-5-fluorophenyl)-4-((3-(trifluoromethyl)-phenyl)sulfonyl)-3,4-dihydro-2H-benzo[b][1,4]oxazin-2-yl)propanoic acid